2-(2-(2-(methacryloyloxy)ethoxy)ethoxy)acetic acid C(C(=C)C)(=O)OCCOCCOCC(=O)O